2-[2-[[6-[3-(aminomethyl)azetidin-1-yl]-1,3-benzothiazol-2-yl]methylcarbamoyl]indan-2-yl]acetic acid NCC1CN(C1)C1=CC2=C(N=C(S2)CNC(=O)C2(CC3=CC=CC=C3C2)CC(=O)O)C=C1